indoletripropionic acid N1C(=C(C=2C(=CC=CC12)CCC(=O)O)CCC(=O)O)CCC(=O)O